[K+].[K+].P([O-])([O-])(O)=O Phosphoric acid dipotassium salt